3-[(1S,3R)-3-aminocyclohexyl]-[1,2,4]triazolo[4,3-a]pyridine-7-carbonitrile N[C@H]1C[C@H](CCC1)C1=NN=C2N1C=CC(=C2)C#N